(S)-1-((4'-(1,1,1,3,3,3-hexafluoro-2-hydroxypropan-2-yl)-2-methyl-[1,1'-biphenyl]-4-yl)methyl)-N-isopropyl-4-(pyridin-4-ylmethyl)piperazine-2-carboxamide FC(C(C(F)(F)F)(O)C1=CC=C(C=C1)C1=C(C=C(C=C1)CN1[C@@H](CN(CC1)CC1=CC=NC=C1)C(=O)NC(C)C)C)(F)F